(S)-N-((S)-1-cyano-2-((S)-2-oxopyrrolidin-3-yl)ethyl)-2-(7-methoxy-1-oxoisoquinolin-2(1H)-yl)-4-methylpentanamide C(#N)[C@H](C[C@H]1C(NCC1)=O)NC([C@H](CC(C)C)N1C(C2=CC(=CC=C2C=C1)OC)=O)=O